tert-butyl (1R,3s,5S)-3-((5-bromo 1,3,4-thiadiazol-2-yl)(methyl)amino)-9-azabicyclo[3.3.1]nonane-9-carboxylate BrC1=NN=C(S1)N(C1C[C@H]2CCC[C@@H](C1)N2C(=O)OC(C)(C)C)C